Cl.C[C@@H]1NCC(NC1)=O (S)-5-methylpiperazin-2-one hydrochloride